8-amino-1,3,6-tris[(cyanamido)sulfonyl]pyrene NC1=CC(=C2C=CC3=C(C=C(C4=CC=C1C2=C43)S(=O)(=O)NC#N)S(=O)(=O)NC#N)S(=O)(=O)NC#N